anti-uranyl [U+2](=O)=O